O1[C@H](COCC1)COC1=C(C=C2C=C(NC2=C1)CNC(=O)C1(CC1)C)Cl (R)-N-((6-((1,4-dioxan-2-yl)methoxy)-5-chloro-1H-indol-2-yl)methyl)-1-methylcyclopropane-1-carboxamide